3-(4-(2-(2-(2-bromoethoxy)ethoxy)ethylthio)-1-oxoisoindolin-2-yl)piperidine BrCCOCCOCCSC1=C2CN(C(C2=CC=C1)=O)C1CNCCC1